2-acetyl-3,6-diethoxypyridine-4-one C(C)(=O)C1=NC(=CC(C1OCC)=O)OCC